tert-butyl (2-(6-cyano-1H-indol-3-yl)ethyl)carbamate C(#N)C1=CC=C2C(=CNC2=C1)CCNC(OC(C)(C)C)=O